N-(5-chloro-6-(2H-1,2,3-triazol-2-yl)pyridin-3-yl)-2-hydroxy-8,8-dimethyl-7,8-dihydro-6H-cyclopenta[e]pyrazolo[1,5-a]pyridine-6-carboxamide ClC=1C=C(C=NC1N1N=CC=N1)NC(=O)C1CC(C2=C1C=CC=1N2N=C(C1)O)(C)C